C(#N)C1(CC1)C1=CC=C(C=C1)C=1N(C(=C(N1)NC(OC(C)(C)C)=O)S(=O)(=O)CC)C tert-butyl N-[2-[4-(1-cyanocyclopropyl)phenyl]-5-ethylsulfonyl-1-methyl-imidazol-4-yl]carbamate